(2S)-hydroxy butanedioate C(CCC(=O)[O-])(=O)OO